ethyl (1-((2,2-diethoxy ethyl)(2-methylbutyl)amino)-3-hydroxy-1-oxopropan-2-yl)carbamate C(C)OC(CN(C(C(CO)NC(OCC)=O)=O)CC(CC)C)OCC